(11R)-6-(4-fluoro-2,6-dimethyl-phenyl)-11-isobutyl-2,2-dioxo-12-spiro[2.3]hexan-5-yl-9-oxa-2λ6-thia-3,5,12,19-tetrazatricyclo[12.3.1.14,8]nonadeca-1(18),4(19),5,7,14,16-hexaen-13-one FC1=CC(=C(C(=C1)C)C1=NC=2NS(C=3C=CC=C(C(N([C@@H](COC(=C1)N2)CC(C)C)C2CC1(CC1)C2)=O)C3)(=O)=O)C